N-[4-[4-cyano-2-(3,3-difluoroazetidine-1-carbonyl)phenyl]-6-cyclopropylpyridin-2-yl]-1-methyl-2-oxo-5-[[[(2S)-oxolan-2-yl]methylamino]methyl]pyridine-3-carboxamide C(#N)C1=CC(=C(C=C1)C1=CC(=NC(=C1)C1CC1)NC(=O)C=1C(N(C=C(C1)CNC[C@H]1OCCC1)C)=O)C(=O)N1CC(C1)(F)F